N-[5-[1-(5-cyanopyrimidin-2-yl)-3,6-dihydro-2H-pyridin-5-yl]-4-fluoro-2-[rac-(3R,5S)-3,4,5-trimethylpiperazin-1-yl]phenyl]-6-oxo-4-(trifluoromethyl)-1H-pyridine-3-carboxamide C(#N)C=1C=NC(=NC1)N1CCC=C(C1)C=1C(=CC(=C(C1)NC(=O)C1=CNC(C=C1C(F)(F)F)=O)N1C[C@H](N([C@H](C1)C)C)C)F |r|